C([2H])([2H])([2H])N(C\C=C/1\C(N(CC1)C=1C=CC=2N=CN=C(C2N1)NC1=CC(=C(C=C1)OC1=CC2=C(N(C=N2)C([2H])([2H])[2H])C=C1)C)=O)C([2H])([2H])[2H] (E)-3-(2-(bis(methyl-d3)amino)ethylidene)-1-(4-((3-methyl-4-((1-(methyl-d3)-1H-benzo[d]imidazol-5-yl)oxy)phenyl)amino)pyrido[3,2-d]pyrimidin-6-yl)pyrrolidin-2-one